NC1(CC2=CC=CC(=C2C1)Cl)CNCCC1CN(C(O1)=O)C=1C=CC=2OCC(NC2N1)=O 6-[5-[2-[(2-Amino-4-chloro-1,3-dihydroinden-2-yl)methylamino]ethyl]-2-oxo-1,3-oxazolidin-3-yl]-4H-pyrido[3,2-b][1,4]oxazin-3-one